3-(p-tolyloxy)benzaldehyde C1(=CC=C(C=C1)OC=1C=C(C=O)C=CC1)C